(5-(3-(4-hydroxypiperidin-1-yl)phenyl)-3H-imidazo[4,5-b]pyridin-2-yl)methanaminium chloride [Cl-].OC1CCN(CC1)C=1C=C(C=CC1)C1=CC=C2C(=N1)NC(=N2)C[NH3+]